C(C)N1CCN(CC1)C1=C(C=C(C(=C1)OC)NC1=NC=NC(=C1)N1OCC[C@@H]1C1=CC2=CC=CC=C2C=C1)NC(C=C)=O N-(2-(4-ethylpiperazine-1-yl)-4-methoxy-5-((6-((R)-3-(naphthalene-2-yl)isoxazolidine-2-yl)pyrimidine-4-yl)amino)phenyl)acrylamide